NC1=NC=CC=C1C1=NC=2C(=NC(=CC2)C2=C(C(=O)N)C=C(C=C2)F)N1C1=CC=C(C=C1)CO[Si](C)(C)C(C)(C)C 2-(2-(2-Aminopyridin-3-yl)-3-(4-(((tert-butyldimethylsilyl)oxy)methyl)phenyl)-3H-imidazo[4,5-b]pyridin-5-yl)-5-fluorobenzamide